rac-(1R,2R,3S,6R)-3-(4-bromophenyl)-2-(methoxycarbonyl)-6-methylcyclohexane-1-carboxylic acid BrC1=CC=C(C=C1)[C@@H]1[C@H]([C@@H]([C@@H](CC1)C)C(=O)O)C(=O)OC |r|